C(C)C=1N(C=2N(C(C1N1CCNCC1)=O)N=C(N2)C=2N(C1=CC=CC=C1C2)C)CC(=O)N 2-(5-ethyl-2-(1-methyl-1H-indol-2-yl)-7-oxo-6-(piperazin-1-yl)-[1,2,4]triazolo[1,5-a]pyrimidin-4(7H)-yl)acetamide